3-(2-{5-[(1R,4R,7R)-7-amino-2-azabicyclo[2.2.1]heptane-2-carbonyl]-7-methoxy-1-methyl-1H-1,3-benzodiazol-2-yl}-1-(cyclopropylmethyl)-1H-pyrrolo[2,3-b]pyridin-6-yl)benzamide N[C@H]1[C@@H]2N(C[C@H]1CC2)C(=O)C2=CC1=C(N(C(=N1)C1=CC=3C(=NC(=CC3)C=3C=C(C(=O)N)C=CC3)N1CC1CC1)C)C(=C2)OC